N-((5-((3-methyl-2,6-dioxo-1,2,3,6-tetrahydropyrimidin-4-yl)methoxy)-1-(4-(trifluoromethyl)phenyl)-1,2,3,4-tetrahydroquinolin-3-yl)methyl)acrylamide CN1C(NC(C=C1COC1=C2CC(CN(C2=CC=C1)C1=CC=C(C=C1)C(F)(F)F)CNC(C=C)=O)=O)=O